2-(3,4-dichlorophenyl)-N-((6-(4-(methylsulfonyl)phenyl)imidazo[2,1-b]thiazol-5-yl)methyl)ethan-1-amine ClC=1C=C(C=CC1Cl)CCNCC1=C(N=C2SC=CN21)C2=CC=C(C=C2)S(=O)(=O)C